C(=O)(OC(C)(C)C)NC(C1=CC=CC=C1)CO BOC-phenylglycinol